(9-(4-amino-5-(4-(methoxy-d3)phenyl)-7-methyl-7H-pyrrolo[2,3-d]pyrimidin-6-yl)-8-fluoro-3-azaspiro[5.5]undec-8-en-3-yl)prop-2-en-1-one NC=1C2=C(N=CN1)N(C(=C2C2=CC=C(C=C2)OC([2H])([2H])[2H])C2=C(CC1(CCN(CC1)C(C=C)=O)CC2)F)C